NC=1C2=C(N=CN1)N(C(=C2C2=CC=C(C=C2)OC2=CC=CC=C2)C#CC2CCNCC2)C(CO)C 2-[4-amino-5-(4-phenoxyphenyl)-6-[2-(piperidin-4-yl)ethynyl]-7H-pyrrolo[2,3-d]pyrimidin-7-yl]propan-1-ol